C1C=CC2C3CC(C(C12)C3)C=C(C(C)O)C 4-(3a,4,5,6,7,7a-hexahydro-4,7-methano-1H-inden-6-yl)-3-methyl-3-buten-2-ol